FC1(CC(C1)CN1N=CC(=C1)C1=NC2=C(C(=CC=C2N=C1)OC=1C=CC2=C(NC(=N2)C)C1)C=1CCOCC1)F 2-{1-[(3,3-difluorocyclobutyl)methyl]-1H-pyrazol-4-yl}-8-(3,6-dihydro-2H-pyran-4-yl)-7-[(2-methyl-1H-1,3-benzodiazol-6-yl)oxy]quinoxaline